2-{[(αR)-6-[4-(2-methylbutyl)-2,5-dioxoimidazolidin-1-yl]spiro[3.3]-heptan-2-yl]oxy}-pyridine-3-carboxamide CC(CC1NC(N(C1=O)C1CC2(CC(C2)OC2=NC=CC=C2C(=O)N)C1)=O)CC